N-(2-hydroxy-2-methyl-propyl)-6-[[5-[2-methyl-4-[[(2R)-1-methylazetidin-2-yl]methoxy]pyrazol-3-yl]pyrazolo[1,5-a]pyridin-2-yl]amino]pyridine-3-carboxamide OC(CNC(=O)C=1C=NC(=CC1)NC1=NN2C(C=C(C=C2)C=2N(N=CC2OC[C@@H]2N(CC2)C)C)=C1)(C)C